C(C)(C)(C)N1N=CC(=C(C1=O)Cl)OC=1C(=NC=CC1)F 2-(tert-butyl)-4-chloro-5-((2-fluoropyridin-3-yl)oxy)pyridazin-3(2H)-one